methoxymethyl 3-bromo-4-((2-ethyl-4-hydroxy-6-methoxybenzoyl)oxy)-2-(methoxymethoxy)-5,6-dimethylbenzoate BrC=1C(=C(C(=O)OCOC)C(=C(C1OC(C1=C(C=C(C=C1OC)O)CC)=O)C)C)OCOC